5-chloro-2-methyl-N-((1r,4r)-4-((2-oxo-1-(quinolin-6-yl)-1H-imidazo[4,5-b]pyridin-3(2H)-yl)methyl)cyclohexyl)nicotinamide (±)-Dimethyl-(3-methyl-2-oxonon-5-yn-1-yl)phosphonate COP(OC)(=O)CC([C@@H](CC#CCCC)C)=O.ClC=1C=NC(=C(C(=O)NC2CCC(CC2)CN2C(N(C=3C2=NC=CC3)C=3C=C2C=CC=NC2=CC3)=O)C1)C |r|